COC(=O)C1=CC=C(C=C1)C1=CC=C(C=C1)C(=O)OC 4,4'-Biphenyl-dicarboxylic acid dimethyl ester